FC1=C(CNC(OC(C)(C)C)=O)C=C(C(=C1)B1OC(C(O1)(C)C)(C)C)F tert-butyl (2,5-difluoro-4-(4,4,5,5-tetramethyl-1,3,2-dioxaborolan-2-yl)benzyl)carbamate